2-Carbomethoxy-4-cyano-4-(3-cyclopropylmethoxy-4-difluoromethoxyphenyl)-cyclohexan-1-one C(=O)(OC)C1C(CCC(C1)(C1=CC(=C(C=C1)OC(F)F)OCC1CC1)C#N)=O